C(C)(=O)O[C@@H]1O[C@]([C@H]([C@H]1OC(C)=O)OCC1=CC=CC=C1)(CF)COCC1=CC=CC=C1 (2S,3R,4S,5R)-4-(benzyloxy)-5-((benzyloxy)methyl)-5-(fluoromethyl)tetrahydrofuran-2,3-diyl diacetate